ClC1=CN=C(C(=C1C(=O)NC1=C2C(N(CC2=CC=C1)[C@@H](C(C)(C)O)C1CC1)=O)C)OC |o1:19| (R or S)-5-chloro-N-(2-(1-cyclopropyl-2-hydroxy-2-methylpropyl)-3-oxoisoindolin-4-yl)-2-methoxy-3-methylisonicotinamide